Tert-butyl N-[2-[4-[[4-[3-(2,4-dioxohexahydropyrimidin-1-yl)imidazo[1,2-a]pyridin-8-yl]-1-piperidyl] methyl]cyclohexyl]indazol-5-yl]carbamate O=C1N(CCC(N1)=O)C1=CN=C2N1C=CC=C2C2CCN(CC2)CC2CCC(CC2)N2N=C1C=CC(=CC1=C2)NC(OC(C)(C)C)=O